(S)-N-(4-(4-((3-acrylamido-4-(2-methyl-4-(tetrahydro-2H-pyran-4-yl)piperazin-1-yl)phenyl)amino)-5-aminopyrimidin-2-yl)-3-(hydroxymethyl)pyridin-2-yl)-4-(tert-butyl)-2-fluorobenzamide C(C=C)(=O)NC=1C=C(C=CC1N1[C@H](CN(CC1)C1CCOCC1)C)NC1=NC(=NC=C1N)C1=C(C(=NC=C1)NC(C1=C(C=C(C=C1)C(C)(C)C)F)=O)CO